2-(4-fluoro-2-(1-(pyrazolo[1,5-a]pyrimidin-5-ylamino)ethyl)phenoxy)ethan-1-ol FC1=CC(=C(OCCO)C=C1)C(C)NC1=NC=2N(C=C1)N=CC2